Decane-2,7-dicarboxylate CC(CCCCC(CCC)C(=O)[O-])C(=O)[O-]